(R)-N-((1-(N-methylsulfamoyl)-2-(3-nitrophenyl)propan-2-yl)thiocarbamoyl)benzamide CNS(=O)(=O)C[C@@](C)(C1=CC(=CC=C1)[N+](=O)[O-])NC(=S)NC(C1=CC=CC=C1)=O